rac-(2S,3S,5R)-3-(4-fluoro-2-methoxy-phenyl)-5-methyl-5-(trifluoromethyl)tetrahydrofuran-2-carboxylic acid ethyl ester C(C)OC(=O)[C@H]1O[C@](C[C@H]1C1=C(C=C(C=C1)F)OC)(C(F)(F)F)C |r|